ethyl (S)-3-amino-3-(3-(2-methylbenzyl)phenyl)propanoate N[C@@H](CC(=O)OCC)C1=CC(=CC=C1)CC1=C(C=CC=C1)C